CN1CCN(CC1)[C@@H]1C(=NN(C1)C(=O)N[C@H](C)C=1C=NC(=NC1)C(F)(F)F)C1=CC=C(C=C1)C (S)-4-(4-methylpiperazin-1-yl)-3-(4-methylphenyl)-N-((R)-1-(2-(trifluoromethyl)pyrimidin-5-yl)ethyl)-4,5-dihydro-1H-pyrazole-1-carboxamide